ethyl (S)-2'-oxo-1,1',2',4,6,7-hexahydrospiro[indole-5,3'-pyrrolo[2,3-b]pyridine]-2-carboxylate O=C1[C@]2(C=3C(=NC=CC3)N1)CC=1C=C(NC1CC2)C(=O)OCC